C(C)(C)(C)OC(=O)NCC=CCN1\C(\SC2=C1C(=CC(=C2)C(=O)OC)OC)=N/[H] Methyl (E)-3-(4-((tert-butoxycarbonyl)amino)but-2-en-1-yl)-2-imino-4-methoxy-2,3-dihydrobenzo[d]thiazole-6-carboxylate